C(C=C)(=O)OCC(COC(C=C)=O)(C)NC(OCCCCCCCCOC(NCCC[Si](OC)(OC)OC)=O)=O 2-((3,3-dimethoxy-8-oxo-2,9,18-trioxa-7-aza-3-silanonadec-19-oyl) amino)-2-methylpropan-1,3-diyl diacrylate